ClC1=C(C=CC=C1)[C@@H](C)OC(=O)NC=1C(=NOC1C1=CC(=C(C=C1)C12COC(CC1)(CC2)CC(=O)O)F)C 2-(4-(4-(4-((((R)-1-(2-chlorophenyl)ethoxy)carbonyl)amino)-3-methyl-isoxazol-5-yl)-2-fluorophenyl)-2-oxabicyclo[2.2.2]octan-1-yl)acetic acid